COCCN(CC[C@@H](C(=O)O)NC1=NC=NC2=CC=CC=C12)CCCCC1=NC=2NCCCC2C=C1C (S)-4-((2-methoxyethyl)(4-(3-methyl-5,6,7,8-tetrahydro-1,8-naphthyridin-2-yl)butyl)amino)-2-(quinazolin-4-ylamino)butanoic acid